(5-hydroxy-6-(trifluoromethyl)pyridin-3-yl)methanone OC=1C=C(C=NC1C(F)(F)F)C=O